CN(CC(CO)C)C 3-(dimethylamino)-2-methyl-propan-1-ol